(±)-N-(3,4-dichlorophenyl)-3-methoxy-6,7,8,9-tetrahydro-5H-6,9-epiminocyclohepta[c]-pyridine-10-carboxamide ClC=1C=C(C=CC1Cl)NC(=O)N1C2CC3=C(C=NC(=C3)OC)C1CC2